methyl 2-(11-ethyl-10-oxo-1,9-diazatricyclo[6.3.1.04,12]dodeca-2,4,6,8(12)-tetraen-2-yl)-3-methyl-imidazo[1,2-b]pyridazine-7-carboxylate C(C)C1C(NC=2C=CC=C3C=C(N1C32)C=3N=C2N(N=CC(=C2)C(=O)OC)C3C)=O